methyl (2S)-2-(hydroxymethyl)-2-methyl-pentanoate OC[C@@](C(=O)OC)(CCC)C